CN([C@H](C)C(=O)O)C1=CC=C(C=C1)C(=O)O D-N-methyl-4-carboxyphenyl-alanine